CN1CCC(CC1)CN1N=CC(=C1)N 1-[(1-methylpiperidin-4-yl)methyl]-1H-pyrazol-4-amine